1-palmitoyl-2-(5-hydroxy-8-oxo-octenoyl)-sn-glycerol C(CCCCCCCCCCCCCCC)(=O)OC[C@@H](OC(C=CCC(CCC=O)O)=O)CO